Cl.COC1C2CNC1C2 5-methoxy-2-azabicyclo[2.1.1]hexane hydrochloride